FC(OC1=CC=C(C=C1)C1CC(NC=2N=CNC(C21)=O)=O)(F)F 5-(4-trifluoromethoxyphenyl)-5,6-dihydropyrido[2,3-d]pyrimidine-4,7(3H,8H)-dione